[Na].[SiH2]([SiH2][SiH2][SiH3])O tetrasilanol sodium salt